C1(=CC=CC=C1)C1CCC2(CN(C2)C(=O)C2CC3(C2)NC(OC3)=O)CC1 (2s,4s)-2-(7-phenyl-2-azaspiro[3.5]nonane-2-carbonyl)-7-oxa-5-azaspiro[3.4]octan-6-one